magnesium methylnaphthalenesulfonate methylene-1,2-propanedisulfonate C=C(C(C)S(=O)(=O)[O-])S(=O)(=O)[O-].COS(=O)(=O)C1=CC=CC2=CC=CC=C12.[Mg+2]